(E)-4-methyl-2-(2,4,7-trimethyl-1-oxooct-2,6-dien-4-yl)benzonitrile CC1=CC(=C(C#N)C=C1)C(/C=C(/C=O)\C)(CC=C(C)C)C